CN1CCC(CC1)OC1=C(C=C(C=C1)NC(OC1=CC=CC=C1)=O)C(F)(F)F phenyl (4-((1-methylpiperidin-4-yl)oxy)-3-(trifluoromethyl)phenyl)carbamate